N[C@@H](CCCNC(N)=N)C(=O)O (11e)-arginine